4-(2-(4-ethyl-5-methylthiazol-2-yl)hydrazineylidene)-5-phenyl-2-(4-phenylthiazol-2-yl)-2,4-dihydro-3H-pyrazol-3-one C(C)C=1N=C(SC1C)NN=C1C(N(N=C1C1=CC=CC=C1)C=1SC=C(N1)C1=CC=CC=C1)=O